3-(4-(((R)-1-(3-acetamido-5-(trifluoromethyl)phenyl)ethyl)amino)-8-methyl-7-oxo-7,8-Dihydropyrido[2,3-d]pyrimidin-6-yl)piperidine-1-carboxylate C(C)(=O)NC=1C=C(C=C(C1)C(F)(F)F)[C@@H](C)NC=1C2=C(N=CN1)N(C(C(=C2)C2CN(CCC2)C(=O)[O-])=O)C